NC=1C2=C(N=CN1)N(C(=C2C2=CC=C(C=C2)OC2=NC(=CC=C2)C)C2=CC=C(C=C2)NC(C(=C)C)=O)CCN2CCN(CC2)C N-(4-(4-amino-7-(2-(4-methylpiperazin-1-yl)ethyl)-5-(4-((6-methylpyridin-2-yl)oxy)phenyl)-7H-pyrrolo[2,3-d]pyrimidin-6-yl)phenyl)methacrylamide